COC1=NC(=NN2C1=C(C=C2)C2=CC1=NC=CC=C1N2)NC2CC(C2)(O)C (1r,3r)-3-((4-methoxy-5-(1H-pyrrolo[3,2-b]pyridin-2-yl)pyrrolo[2,1-f][1,2,4]triazin-2-yl)amino)-1-methylcyclobutan-1-ol